F[P-](F)(F)(F)(F)F.F[P-](F)(F)(F)(F)F.[Ir+2] iridium di(hexafluorophosphate)